ClC1=CC=C(S1)CNC1=CC(=NN1)C1NCCNC1 N-[(5-Chlorothiophen-2-yl)methyl]-3-(piperazin-2-yl)-1H-pyrazol-5-amin